2,4-dimethyl-benzenesulfonic acid CC1=C(C=CC(=C1)C)S(=O)(=O)O